methyl Malate C(C(O)CC(=O)[O-])(=O)OC